BrC1=C2CCCN(C2=CC=C1)C1=NC(NC2=CC(=CC(=C12)F)F)=NN 4-(5-bromo-3,4-dihydroquinolin-1(2H)-yl)-5,7-difluoro-2-hydrazono-1,2-dihydroquinazoline